CC1=C(C=CC=C1C)S(=O)(=O)N 2-methyl-methylbenzenesulfonamide